C1(CCCCC1)COC=1C=C(C=NC1)C1(CCCC1)C(=O)N[C@@H](C)C1=CC=C(C(=O)O)C=C1 4-[(1S)-1-[[1-[5-(cyclohexylmethoxy)-3-pyridinyl]cyclopentanecarbonyl]amino]ethyl]benzoic acid